2-((2-(cyclododecylamino)-3,5,6-trifluoro-4-sulfamoylphenyl)sulfonyl)ethyl acetate C(C)(=O)OCCS(=O)(=O)C1=C(C(=C(C(=C1F)F)S(N)(=O)=O)F)NC1CCCCCCCCCCC1